FC(CN1C(=NC=2C1=NC(=CC2)C=2C=CN1N=C(N=CC12)N[C@H]1CN(C[C@H]1F)C1COC1)C)F 5-(3-(2,2-Difluoroethyl)-2-methyl-3H-imidazo[4,5-b]pyridin-5-yl)-N-((3s,4r)-4-fluoro-1-(oxetan-3-yl)pyrrolidin-3-yl)pyrrolo[2,1-f][1,2,4]triazin-2-amine